1-(1-methylpyrazol-4-yl)methanamine CN1N=CC(=C1)CN